CN1N=C(C=C1)N 1-methylpyrazol-3-amine